2-(3-piperidyl)ethanol N1CC(CCC1)CCO